ClC=1C(=C(NC=2C3=C(N=CN2)C=NC(=N3)O[C@@H]3CN(CC3)C(=O)OC(C)(C)C)C=CC1OCC1CC1)F tert-butyl (3S)-3-[4-[3-chloro-4-(cyclopropylmethoxy)-2-fluoro-anilino]pyrimido[5,4-d]pyrimidin-6-yl]oxypyrrolidine-1-carboxylate